NC1=NN2C(C=C(C=C2)C=2C=C(C=NC2C)C(=O)NCC2=C(C(=CC(=C2)F)F)OCC2CC2)=N1 5-{2-amino-[1,2,4]triazolo[1,5-a]pyridin-7-yl}-N-{[2-(cyclopropylmethoxy)-3,5-difluorophenyl]methyl}-6-methylpyridine-3-carboxamide